(S)-N-((S)-(3-chloro-4-fluorophenyl)(trans-2-(trifluoromethyl)cyclobutyl)methyl)-2-oxoimidazolidine-4-carboxamide ClC=1C=C(C=CC1F)[C@@H](NC(=O)[C@H]1NC(NC1)=O)[C@H]1[C@@H](CC1)C(F)(F)F